Cl.COC([C@H](CC1=CNC2=NC=CC=C21)N)=O (S)-2-amino-3-(1H-pyrrolo[2,3-b]pyridine-3-yl)propionic acid methyl ester hydrochloride